CS(=O)(=O)NC=1C=NC2=CC(=NC(=C2C1)OC1CCC(CC1)NC1=NC=C(C=N1)OCC(=O)N(C)C)N1CCOCC1 2-[2-[[4-[[3-(Methanesulfonamido)-7-morpholino-1,6-naphthyridin-5-yl]oxy]cyclohexyl]amino]pyrimidin-5-yl]oxy-N,N-dimethyl-acetamide